C12COCC(CN(C1)C1=NC(=NC3=C(C(=CC=C13)C1=CC(=CC3=CC=CC=C13)O)F)OC[C@H]1N(CCC1)C)N2 4-(4-(3-oxa-7,9-diazabicyclo[3.3.1]nonan-7-yl)-8-fluoro-2-(((S)-1-methylpyrrolidin-2-yl)methoxy)quinazolin-7-yl)naphthalen-2-ol